trans-(E)-4-(dimethylamino)-N-ethyl-N-(3-((6-(4-hydroxyphenyl)-1H-indazol-4-yl)oxy)cyclobutyl)but-2-enamide CN(C/C=C/C(=O)N([C@@H]1C[C@H](C1)OC1=C2C=NNC2=CC(=C1)C1=CC=C(C=C1)O)CC)C